diformyloxysilane C(=O)O[SiH2]OC=O